(S)-3-(((1-(5-(3-cyano-4-isopropoxyphenyl)-1,2,4-oxadiazol-3-yl)-1,2,3,4-Tetrahydroquinolin-6-yl)methyl)amino)butyric acid methyl ester COC(C[C@H](C)NCC=1C=C2CCCN(C2=CC1)C1=NOC(=N1)C1=CC(=C(C=C1)OC(C)C)C#N)=O